7-amino-2-methyl-4-[(1S)-1-phenylethyl]-2H-1,4-benzoxazin-3-one NC1=CC2=C(N(C(C(O2)C)=O)[C@@H](C)C2=CC=CC=C2)C=C1